2,3,4,7,8,9,10,11,12,13,14,15,16,17-tetradecahydro-1H-cyclopenta[a]phenanthren-3-yl 3-(pyridin-4-yl)propanoate N1=CC=C(C=C1)CCC(=O)OC1CCC2C3CCC4CCCC4C3CC=C2C1